C(C)OC(=O)C=1N(C=CN1)C1CCC1 1-cyclobutyl-1H-imidazole-2-carboxylic acid ethyl ester